COC(N(C)CCN(C)C(=O)N1C(N(C2=NC(=NC(=C12)N)NS(=O)(=O)CCC)CC1=CC=CC=C1)=O)=O N-[2-[[6-amino-9-benzyl-8-oxo-2-(propylsulfonylamino)purine-7-carbonyl]-methyl-amino]ethyl]-N-methyl-carbamic acid methyl ester